2-Methyl-9-[5-methyl-4-(2-oxo-2,3-dihydro-benzooxazol-5-ylamino)-pyrimidin-2-ylamino]-3,4,5,6-tetrahydro-2H-benzo[c]azocin-1-one CN1C(C2=C(CCCC1)C=CC(=C2)NC2=NC=C(C(=N2)NC=2C=CC1=C(NC(O1)=O)C2)C)=O